trans-3-fluoro-5-((S)-2-(4-(((7-methyl-7H-pyrrolo[2,3-d]pyrimidin-4-yl)amino)methyl)cyclohexane-1-carbonyl)isoxazolidin-3-yl)benzonitrile FC=1C=C(C#N)C=C(C1)[C@H]1N(OCC1)C(=O)[C@@H]1CC[C@H](CC1)CNC=1C2=C(N=CN1)N(C=C2)C